FC(OC1=CC=CC2=CN[C@H]3C=4N(C(=C21)C3)C3=C(N4)C=CC(=C3)C=3C=NC(=NC3)N3CC(C3)(C(F)(F)F)O)F (7R,14R)-1-(difluoromethoxy)-11-{2-[3-hydroxy-3-(trifluoromethyl)azetidin-1-yl]pyrimidin-5-yl}-6,7-dihydro-7,14-methanobenzimidazo[1,2-b][2,5]benzodiazocin